O=C1NC(CCC1N1C(C2=CC=CC(=C2C1=O)NC(C)C(C)C)=O)=O 2-(2,6-dioxopiperidin-3-yl)-4-((3-methylbutan-2-yl)amino)isoindoline-1,3-dione